methyl 4-benzyloxy-8-bromo-isoquinoline-3-carboxylate C(C1=CC=CC=C1)OC1=C(N=CC2=C(C=CC=C12)Br)C(=O)OC